CCCC=CCCCCCCCC 4-Tridecene